(S)-4-(6-(7-ethoxy-2-methylimidazo[1,2-a]pyridine-6-carboxamido)pyridazin-3-yl)-2-methylpiperazine-1-carboxylic acid tert-butyl ester C(C)(C)(C)OC(=O)N1[C@H](CN(CC1)C=1N=NC(=CC1)NC(=O)C=1C(=CC=2N(C1)C=C(N2)C)OCC)C